4-chloro-1H-pyrazolo[3,4-d]pyrimidin ClC1=C2C(=NC=N1)NN=C2